FC(C1=NN=C(O1)C1=CC=2N(C=C1)C=C(N2)CN(C(=O)C2CNC2)C2=CC(=CC=C2)F)F N-((7-(5-(difluoromethyl)-1,3,4-oxadiazol-2-yl)imidazo[1,2-a]pyridin-2-yl)methyl)-N-(3-fluorophenyl)azetidine-3-carboxamide